(E)-N-hydroxy-3-(2-(4-((2-methoxy-phenyl)sulfonyl)piperazin-1-yl)phenyl)acrylamide ONC(\C=C\C1=C(C=CC=C1)N1CCN(CC1)S(=O)(=O)C1=C(C=CC=C1)OC)=O